4-((6-methoxy-2-(trifluoromethyl)quinolin-4-yl)oxy)piperidine-1-carboxylic acid tert-butyl ester C(C)(C)(C)OC(=O)N1CCC(CC1)OC1=CC(=NC2=CC=C(C=C12)OC)C(F)(F)F